CN(CCCC(=O)OC(CC)CCCCCCCCC=CCC=CCCCCC)C 3-((4-(dimethylamino)butanoyl)oxy)henicosa-12,15-dien